N-(6-(1-methyl-1H-pyrazol-4-yl)isoquinolin-3-yl)-1-neopentylpiperidine-4-carboxamide CN1N=CC(=C1)C=1C=C2C=C(N=CC2=CC1)NC(=O)C1CCN(CC1)CC(C)(C)C